2-((3-((4-chloro-1-methyl-1H-pyrazol-5-yl)methyl)-5-methyl-1-oxoisoindolin-2-yl)methyl)-5-oxa-7-azaspiro[3.4]octan-6-one ClC=1C=NN(C1CC1N(C(C2=CC=C(C=C12)C)=O)CC1CC2(C1)OC(NC2)=O)C